4-(4-methoxy-5-methoxycarbonyl-thiophen-3-yl)-3,6-dihydro-2H-pyridine-1-carboxylic acid tert-butyl ester C(C)(C)(C)OC(=O)N1CCC(=CC1)C1=CSC(=C1OC)C(=O)OC